4-(5-(trifluoromethyl)furan-2-yl)-1H-imidazol FC(C1=CC=C(O1)C=1N=CNC1)(F)F